5-(3-(Difluoromethoxy)phenyl)-2-methyl-N-(3-((4-methylpiperazin-1-yl)methyl)-1,2,4-thiadiazol-5-yl)furan-3-carboxamide FC(OC=1C=C(C=CC1)C1=CC(=C(O1)C)C(=O)NC1=NC(=NS1)CN1CCN(CC1)C)F